2-chloro-7,8-dihydro-6H-thiopyrano[3,2-d]pyrimidine ClC=1N=CC2=C(N1)CCCS2